ClC1=C2C=C(NC2=CC=C1Cl)C(=O)N1C[C@@H](N(CC1)C(C)=O)C 1-[(2S)-4-(4,5-dichloro-1H-indole-2-carbonyl)-2-methyl-piperazin-1-yl]ethanone